C(C)(C)C1=CC=C(C=N1)N1C=NC2=CC=C(C=C2C1=O)CN1CCC(CC1)C=1C=C2CN(C(C2=CC1)=O)C1C(NC(CC1)=O)=O 3-(5-(1-((3-(6-isopropylpyridin-3-yl)-4-oxo-3,4-dihydroquinazolin-6-yl)methyl)piperidin-4-yl)-1-oxoisoindolin-2-yl)piperidine-2,6-dione